NC1=CC(=CC(=N1)C=1C=C2CN(C(C2=CC1)=O)C1CNCCC1)C(F)(F)F 3-(5-(6-amino-4-(trifluoromethyl)pyridin-2-yl)-1-oxoisoindolin-2-yl)piperidine